2,5-dihydrofuran-2-one O1C(C=CC1)=O